benzene-1,2,4-tricarbonyl trichloride C=1(C(=CC(=CC1)C(=O)Cl)C(=O)Cl)C(=O)Cl